Methyl (1s,3s)-3-((3-(2-chloro-4-phenoxybenzoyl)-1H-pyrrolo[2,3-b]pyridin-4-yl)amino)cyclobutane-1-carboxylate ClC1=C(C(=O)C2=CNC3=NC=CC(=C32)NC3CC(C3)C(=O)OC)C=CC(=C1)OC1=CC=CC=C1